C(C)(C)(C)OC(=O)N1CC(C1)(C)C(C=1C=NC=C(C1)N1CCCC1)(O)C1=CC=C(C=C1)Br 3-[(4-Bromo-phenyl)-hydroxy-(5-pyrrolidin-1-yl-pyridin-3-yl)-methyl]-3-methyl-azetidine-1-carboxylic acid tert-butyl ester